ClC1=C(C=C(C=C1N1[C@H](CN(CC1)CC1NC(OC1)=O)C)C#N)NC1=NC=2N(C(=N1)NC1CC1)N=CC2C#N 2-((2-chloro-5-cyano-3-((2S)-2-methyl-4-((2-oxooxazolidin-4-yl)methyl)piperazin-1-yl)phenyl)amino)-4-(cyclopropylamino)pyrazolo[1,5-a][1,3,5]triazine-8-carbonitrile